C1(=CC=CC=C1)P(C(=C)C1=CC=C(C=C1)C(F)(F)F)(C1=CC=CC=C1)=O diphenyl-(1-(4-(trifluoromethyl)phenyl)vinyl)phosphine oxide